C(O)CC(C)=O methylolacetone